(3-Chlorophenyl-2,4,6-d3)hydrazine ClC=1C(=C(C(=CC1[2H])[2H])NN)[2H]